C(C)OC(=C)C1=NC(=CN=C1)C(F)(F)F 2-(1-Ethoxyvinyl)-6-(trifluoromethyl)pyrazine